(2S,3S)-2-((2,3'-difluorobiphenyl-3-yl)methyl)-N,N-dimethyl-3-((methylsulfonyl)amino)pyrrolidine-1-carboxamide FC1=C(C=CC=C1C[C@@H]1N(CC[C@@H]1NS(=O)(=O)C)C(=O)N(C)C)C1=CC(=CC=C1)F